C(C)(=O)O.C(C)C1(CC(C(CC1)C(C)C)C(=O)N)C ethyl-(p-menthane-3-carboxamide) acetate